tert-Butyl 5-{2-[(2-hydroxyethyl)(methyl)amino]ethoxy}-3,4-dihydroisoquinoline-2(1H)-carboxylate OCCN(CCOC1=C2CCN(CC2=CC=C1)C(=O)OC(C)(C)C)C